C(C)(C)(C)OC(=O)N1CCC(CC1)C(C)(O)C=1C=C(C(=C(C(=O)O)C1)C(C1=CC=C(C=C1)Cl)=O)F (-)-5-[1-(1-tert-Butoxycarbonyl-4-piperidinyl)-1-hydroxy-ethyl]-2-(4-chlorobenzoyl)-3-fluoro-benzoic acid